COC(C1=C(C=CC(=C1)C(C1=C(C=C(C=C1)[N+](=O)[O-])C)=O)C)=O.OC=1CN(C2=CC=C(C=C2C1)C=1N=NN(C1)CC=1C=NC(=CC1)C(F)(F)F)C 3-hydroxy-1-methyl-6-(1-((6-(trifluoromethyl)pyridin-3-yl)methyl)-1H-1,2,3-triazol-4-yl)quinoline methyl-2-methyl-5-(2-methyl-4-nitrobenzoyl)benzoate